(5-fluoro-4-hydroxy-2-methyl-phenyl)acetic acid methyl ester COC(CC1=C(C=C(C(=C1)F)O)C)=O